FC(C=1OC(=NN1)C1=CC=C(C=C1)CN1N=NC(=C1)C=1C=C2CN(CC2=CC1)C)F 2-(difluoromethyl)-5-(4-((4-(2-methylisoindolin-5-yl)-1H-1,2,3-triazol-1-yl)methyl)phenyl)-1,3,4-oxadiazole